[Cr](=O)(=O)([O-])[O-].[Gd+3].[Cr](=O)(=O)([O-])[O-].[Cr](=O)(=O)([O-])[O-].[Gd+3] Gadolinium chromate